5-methyl-Benzene-1,2,3-triol CC=1C=C(C(=C(C1)O)O)O